silver-selenium sulfur 3-Methyl-6-((6-methylbenzo[d][1,3]dioxol-5-yl)amino)-1-(tetrahydro-2H-pyran-4-yl)-1,3-dihydro-2H-imidazo[4,5-c]pyridin-2-one CN1C(N(C2=C1C=NC(=C2)NC2=CC1=C(OCO1)C=C2C)C2CCOCC2)=O.[S].[Se].[Ag]